FC1=C(O)C(=C(C(=C1F)O)F)F perfluorohydroquinone